6-((2-((3R,4S)-3-amino-4-fluoropiperidin-1-yl)-1H-benzo[d]imidazol-1-yl)methyl)nicotinonitrile N[C@@H]1CN(CC[C@@H]1F)C1=NC2=C(N1CC1=NC=C(C#N)C=C1)C=CC=C2